(2S)-ethyl 2-(tert-butoxy)-2-(7-(4-chlorophenyl)-2-(3-(1-cyclobutylpyrrolidin-3-yl)-1-methyl-1H-indazol-5-yl)-5-methylbenzo[d]thiazol-6-yl)acetate C(C)(C)(C)O[C@H](C(=O)OCC)C1=C(C2=C(N=C(S2)C=2C=C3C(=NN(C3=CC2)C)C2CN(CC2)C2CCC2)C=C1C)C1=CC=C(C=C1)Cl